C(#N)C=1C=CC(=C(C1)C1=CC(=NC=C1C(=O)NC=1SC2=C(N1)CN(C2)C(C2=C(N=C(C=C2)C(F)(F)F)OC)=O)C)OC 4-(5-cyano-2-methoxyphenyl)-N-(5-(2-methoxy-6-(trifluoromethyl)nicotinoyl)-5,6-dihydro-4H-pyrrolo[3,4-d]thiazol-2-yl)-6-methyl-nicotinamide